C(C1CO1)OC(C=1C(C(=O)OCC2CO2)=CC=CC1)=O phthalic acid-diglycidylester